pyridin-5(6H)-one N1=CC=CC(C1)=O